(3E)-7,7-diethoxy-1,3-heptadiene C(C)OC(CC/C=C/C=C)OCC